N-(3-chloro-5-(methylsulfonamido)phenyl)-1-(5-methoxypyrimidin-2-yl)-5-methyl-1H-pyrrole-3-carboxamide ClC=1C=C(C=C(C1)NS(=O)(=O)C)NC(=O)C1=CN(C(=C1)C)C1=NC=C(C=N1)OC